methyl 1-(4-chloro-2-methoxyphenyl)cyclopropane-1-carboxylate ClC1=CC(=C(C=C1)C1(CC1)C(=O)OC)OC